mercaptoboric acid SOB(O)O